4,6-dimethyl-N2-[rel-(4S)-7-fluoro-4-methyl-8-(2,3,4,7-tetrahydro-1H-azepin-5-yl)chroman-6-yl]pyrimidine-2,4-diamine CC1(NC(=NC(=C1)C)NC=1C=C2[C@H](CCOC2=C(C1F)C=1CCCNCC1)C)N |o1:12|